C(#N)[C@H](C[C@H]1C(NCC1)=O)NC(=O)[C@@H]1[C@H]2C([C@H]2CN1C(=O)C=1NC2=CC(=C(C=C2C1)F)F)(C)C (1R,2S,5S)-N-((S)-1-cyano-2-((S)-2-oxopyrrolidin-3-yl)ethyl)-3-(5,6-difluoro-1H-indole-2-carbonyl)-6,6-dimethyl-3-azabicyclo[3.1.0]hexane-2-carboxamide